8-((tert-butyldiphenylsilyl)oxy)-7-(((tert-butyldiphenylsilyl)oxy)methyl)-7-fluorooctan-2-one [Si](C1=CC=CC=C1)(C1=CC=CC=C1)(C(C)(C)C)OCC(CCCCC(C)=O)(F)CO[Si](C1=CC=CC=C1)(C1=CC=CC=C1)C(C)(C)C